tert-Butyl 4-[3-(2-methoxy-2-oxoethyl)-4-oxoquinazolin-6-yl]piperidine-1-carboxylate COC(CN1C=NC2=CC=C(C=C2C1=O)C1CCN(CC1)C(=O)OC(C)(C)C)=O